bromomethyl-carbon BrC[C]